4-(4,6-dichloro-1,3,5-triazin-2-oxy)-2-hydroxyphenyl-benzophenone ClC1=NC(=NC(=N1)Cl)OC1=CC(=C(C=C1)C1=C(C(=O)C2=CC=CC=C2)C=CC=C1)O